O[C@@H]1C[C@H]2[C@@H]3CC[C@H]([C@@H](CCCC(C)C)C)[C@]3(CC[C@@H]2[C@]2(CCC(C=C12)=O)C)C 6β-hydroxycholest-4-en-3-one